4-(4-methoxyphenoxy)-N-acetyl-L-phenylalanine ethyl ester C(C)OC([C@@H](NC(C)=O)CC1=CC=C(C=C1)OC1=CC=C(C=C1)OC)=O